FC1=CN2C=C(C=C2C(=C1)F)C(=O)N1CC=2C(CC1)=NNC2C(=O)N(C)C2(CC2)COC 5-(6,8-difluoroindolizine-2-carbonyl)-N-[1-(methoxymethyl)cyclopropyl]-N-methyl-2H,4H,5H,6H,7H-pyrazolo[4,3-c]pyridine-3-carboxamide